FC1(CN(CC[C@H]1NC1=NN2C(C(=N1)OC)=C(C(=C2)F)C=2C=CC1=C(N(N=N1)[C@H](CF)C)C2)C([2H])([2H])[2H])F N-((R)-3,3-difluoro-1-(methyl-d3)piperidin-4-yl)-6-fluoro-5-(1-((S)-1-fluoropropan-2-yl)-1H-benzo[d][1,2,3]triazol-6-yl)-4-methoxypyrrolo[2,1-f][1,2,4]triazin-2-amine